3-(10-((3-Chlorobenzyl)oxy)-2-methyl-4-oxo-5,6-dihydro-2H-2,6-methanobenzo[g][1,3,5]oxadiazocin-3(4H)-yl)-N-(4-methylphenethyl)benzamid ClC=1C=C(COC2=CC=CC=3C4NC(N(C(OC32)(C4)C)C=4C=C(C(=O)NCCC3=CC=C(C=C3)C)C=CC4)=O)C=CC1